C(C=C)(=O)OCC(C(C(COC(C=C)=O)(F)F)(F)F)(F)F 2,2,3,3,4,4-Hexafluoropentane-1,5-diyl diacrylate